C(C)(C)(C)OC(=O)C1=CC=NC2=CC=C(C=C12)N1CCC(CC1)(C)OC 6-(4-methoxy-4-methylpiperidin-1-yl)quinoline-4-carboxylic acid tert-butyl ester